COC=1C=C(CC=2C=C(C(=O)O)C=C(N2)C(NC)=O)C=CC1 2-(3-methoxybenzyl)-6-(methylcarbamoyl)isonicotinic acid